P(OC1=C(C=C(C(=C1)C)C(C)(C)C)C(C)(C)C)([O-])[O-] (2,4-di-tert-butyl-5-methylphenyl) phosphite